BrC1=CC(=[N+](C=C1)[O-])C(F)F 4-Bromo-2-(difluoromethyl)pyridine 1-oxide